[N+](=O)([O-])C1=C(C=CC2=CC=CC=C12)CC(C(=O)O)=O 3-(1-Nitronaphthalen-2-yl)-2-oxopropionic acid